FC1(CCC(CC1)C(C(=O)NC1=NC=CC(=C1)CC=1N(C(C=CC1)=O)C)NC(OC(C)(C)C)=O)F Tert-butyl (1-(4,4-difluorocyclohexyl)-2-((4-((1-methyl-6-oxo-1,6-dihydropyridin-2-yl)methyl)pyridin-2-yl)amino)-2-oxoethyl)carbamate